C(C1=CC2=C(NC(OC2=O)=O)C=C1)C1=CC2=C(NC(OC2=O)=O)C=C1 6,6'-methylenebis(1H-benzo[d][1,3]oxazine-2,4-dione)